4-(4-cyclopropyl-6-methoxypyrimidin-5-yl)-2,6,7,8-tetrahydropyrazolo[3,4,5-de]quinazoline C1(CC1)C1=NC=NC(=C1C=1N=C2CCCC=3C2=C(N1)NN3)OC